4-ethyl-6-phenyl-1,3,5-triazin-2-amine C(C)C1=NC(=NC(=N1)C1=CC=CC=C1)N